C(C)OC=1C(=CC=2C(N1)=NN(C2)C)C(=O)NC2=CC=C(N=N2)N2CCN(CC2)C(=O)OC(C)(C)C tert-butyl 4-(6-(6-ethoxy-2-methyl-2H-pyrazolo[3,4-b]pyridine-5-carboxamido)pyridazin-3-yl)piperazine-1-carboxylate